5-(((1S,2S)-2-(dimethylamino)cyclohexyl)(methyl)amino)-2-(2,6-dioxopiperidin-3-yl)isoindoline-1,3-dione CN([C@@H]1[C@H](CCCC1)N(C=1C=C2C(N(C(C2=CC1)=O)C1C(NC(CC1)=O)=O)=O)C)C